2-methoxy-5-(2-methyl-1-oxo-2,7-naphthyridin-4-yl)benzenesulfonamide COC1=C(C=C(C=C1)C1=CN(C(C2=CN=CC=C12)=O)C)S(=O)(=O)N